S1C=NC=2C1=CC=CC2C(=O)O benzo[d]thiazole-4-carboxylic acid